1-(7-chloro-1,2,3,4-tetrahydroisoquinolin-2-yl)prop-2-en-1-one ClC1=CC=C2CCN(CC2=C1)C(C=C)=O